((1H-indazol-5-yl)ethynyl)-N-(1-(5-fluoropyridin-2-yl)ethyl)-[2,4'-bipyrimidin]-2'-amine N1N=CC2=CC(=CC=C12)C#CC1=NC(=NC=C1)C1=NC(=NC=C1)NC(C)C1=NC=C(C=C1)F